2-(4-fluorostyryl)-6-methoxyquinoline FC1=CC=C(C=CC2=NC3=CC=C(C=C3C=C2)OC)C=C1